5-[2-[5-(2-aminoethyl)pyridin-2-yl]-5-fluorophenoxy]-N,N-diethyl-1-methylpyrazol-3-amine NCCC=1C=CC(=NC1)C1=C(OC2=CC(=NN2C)N(CC)CC)C=C(C=C1)F